OC1=CC=C(C=N1)S(=O)(=O)N1[C@H](C2CC[C@H](C1)N2C(=O)OCCOC)C(NOC2OCCCC2)=O 2-methoxyethyl (2R,5R)-3-((6-hydroxypyridin-3-yl) sulfonyl)-2-(((tetrahydro-2H-pyran-2-yl) oxy) carbamoyl)-3,8-diazabicyclo[3.2.1]octane-8-carboxylate